BrC=1N=NC(=CC1)Cl 3-bromo-6-chloropyridazine